2-(bromomethyl)-2'-(dibromomethyl)-5,5'-difluoro-1,1'-biphenyl BrCC1=C(C=C(C=C1)F)C1=C(C=CC(=C1)F)C(Br)Br